O1C(NC2=C1C=CC=C2)=O 2,3-dihydro-1,3-benzoxazol-2-one